2-(4-morpholinyl)-16-(1-pyrrolyl)-androstane-3,17-diol N1(CCOCC1)C1C(CC2CC[C@H]3[C@@H]4CC(C([C@@]4(C)CC[C@@H]3[C@]2(C1)C)O)N1C=CC=C1)O